ClC(C1=NC(=NO1)C1=CC=2N(C=C1)C=C(N2)C(=O)N=S(=O)(C)C2=CC=C(C=C2)Cl)(F)F 7-(5-(chlorodifluoromethyl)-1,2,4-oxadiazol-3-yl)-N-((4-chlorophenyl)(methyl)(oxo)-λ6-sulfaneylidene)imidazo[1,2-a]pyridine-2-carboxamide